CN(C(/C=C/C1=CC2=C(NC(N(C2)CCNC(OC(C)(C)C)=O)=O)N=C1)=O)CC=1OC2=C(C1C)C=CC=C2 tert-butyl (E)-(2-(6-(3-(methyl((3-methylbenzofuran-2-yl)methyl)amino)-3-oxoprop-1-en-1-yl)-2-oxo-1,4-dihydropyrido[2,3-d]pyrimidin-3(2H)-yl)ethyl)carbamate